(2S,4R)-N-((R)-3-([1,1'-biphenyl]-4-yl)-1-amino-1-oxopropan-2-yl)-1-((S)-2-(4-cyclopropyl-1H-1,2,3-triazol-1-yl)-3,3-dimethylbutyryl)-4-hydroxypyrrolidine-2-carboxamide C1(=CC=C(C=C1)C[C@H](C(=O)N)NC(=O)[C@H]1N(C[C@@H](C1)O)C([C@H](C(C)(C)C)N1N=NC(=C1)C1CC1)=O)C1=CC=CC=C1